CN(/C=C/C1=C(C(=O)OCC)C=C(C=C1[N+](=O)[O-])[N+](=O)[O-])C (E)-Ethyl 2-(2-(dimethylamino)vinyl)-3,5-dinitrobenzoate